(S)-2-((2-((S)-4-(difluoromethyl)-2-carbonyloxazolidin-3-yl)-5,6-dihydrobenzo[f]imidazo[1,2-d][1,4]oxazepin-9-yl)amino)-2-(oxetan-3-yl)acetamide FC([C@H]1N(C(OC1)=C=O)C=1N=C2N(CCOC3=C2C=CC(=C3)N[C@H](C(=O)N)C3COC3)C1)F